N-(2-(3-(6-isopropoxy-pyridazin-3-yl)-1,2,4-thiadiazol-5-ylamino)-5-(trifluoromethyl)pyridin-3-yl)-N-methylacetamide C(C)(C)OC1=CC=C(N=N1)C1=NSC(=N1)NC1=NC=C(C=C1N(C(C)=O)C)C(F)(F)F